phosphoric acid, di-n-butyl ester phosphate P(=O)(O)(O)O.P(OCCCC)(OCCCC)(O)=O